C12(CC3CC(CC(C1)C3)C2)NC(COC2=CC=C(C(=O)C3=C(N=C(S3)N(C3=CC=C(C=C3)F)C(C(=O)N)C)N)C=C2)=O 2-(N-[5-[4-[2-(1-adamantylamino)-2-oxo-ethoxy]benzoyl]-4-amino-thiazol-2-yl]-4-fluoro-anilino)propionamide